NC1=NC=CC=C1C1=NC=2C(=NC(=CC2)N2N=CC=C2)N1C=1C=C2CCC(C2=CC1)(C)NC(C1=CC(=C(C=C1)OCC1=CC=CC=C1)C1OCCO1)=O N-(5-(2-(2-aminopyridin-3-yl)-5-(1H-pyrazol-1-yl)-3H-imidazo[4,5-b]pyridin-3-yl)-1-methyl-2,3-dihydro-1H-inden-1-yl)-4-(benzyloxy)-3-(1,3-dioxolan-2-yl)benzamide